methyl-((5-(3-methyl-2-oxo-2,3-dihydrobenzo[d]oxazol-5-yl)pyridin-2-yl)methyl)carbamic acid methyl ester COC(N(CC1=NC=C(C=C1)C=1C=CC2=C(N(C(O2)=O)C)C1)C)=O